ClC=1C=C2C(=CN1)N(N=C2C(=C)C)C 5-chloro-1-methyl-3-(prop-1-en-2-yl)pyrazolo[3,4-c]pyridine